FC1=C(CN2C(N(C(C=C2N2C(C=CC(=C2)N)=O)=O)CC2=NN(C=N2)C)=O)C=C(C(=C1)F)F 1-(2,4,5-trifluorobenzyl)-6-(5-amino-2-oxopyridin-1(2H)-yl)-3-((1-methyl-1H-1,2,4-triazol-3-yl)methyl)pyrimidine-2,4(1H,3H)-dione